FC1=CC=C(C=C1)N(C1C(CNCC1)C)C N-(4-fluorophenyl)-N,3-dimethyl-piperidin-4-amine